gallium bis(ethylacetoacetate) monoacetoacetate C(CC(=O)C)(=O)[O-].C(C)CC(CC(=O)[O-])=O.C(C)CC(CC(=O)[O-])=O.[Ga+3]